FC1=C(OC2=CC3=C(N=C(N=C3)NCCCN3C(CCC3)=O)N(C2=O)C)C=CC=C1 6-(2-fluorophenoxy)-8-methyl-2-{[3-(2-oxopyrrolidin-1-yl)propyl]amino}pyrido[2,3-d]pyrimidin-7(8H)-one